1-allyl-3-(2-ethylhexyl)imidazolium C(C=C)N1C=[N+](C=C1)CC(CCCC)CC